pentyl 3-(4-hydroxyphenyl)propanoate OC1=CC=C(C=C1)CCC(=O)OCCCCC